prop-2-enoyl prop-2-enoate C(C=C)(=O)OC(C=C)=O